2-methyl-glucose C[C@@](C=O)(O)[C@@H](O)[C@H](O)[C@H](O)CO